(R)-6-(4-chlorobenzyl)-9-isopropyl-N-(2-methoxyethyl)-7,10-dioxo-2,6,9-triazaspiro[4.5]decane-2-carboxamide ClC1=CC=C(CN2[C@@]3(CCN(C3)C(=O)NCCOC)C(N(CC2=O)C(C)C)=O)C=C1